1-(5-fluoropyridin-3-yl)piperidin-3-amine trifluoroacetate FC(C(=O)O)(F)F.FC=1C=C(C=NC1)N1CC(CCC1)N